[Cl-].OC(C[N+](C)(C)C)CC(C(=C)C)=O 2-hydroxy-3-methacryloylpropyltrimethylammonium chloride